2-(2-((7-(3-(aminomethyl)phenyl)-5-((2-(2-ethoxy-2-oxoethyl)phenoxy)methyl)benzofuran-2-yl)methoxy)phenyl)acetic acid NCC=1C=C(C=CC1)C1=CC(=CC=2C=C(OC21)COC2=C(C=CC=C2)CC(=O)O)COC2=C(C=CC=C2)CC(=O)OCC